(8R,8S)-2-Chloro-8-(trifluoromethyl)-6,7,8,9-tetrahydro-4H-pyrimido[1,2-a]pyrimidin-4-one ClC=1N=C2N(C(C1)=O)CC[C@@H](N2)C(F)(F)F